4,5-dimethyl-2-vinyl-4,5-dihydro-[1,3]Oxazin-6-one CC1N=C(OC(C1C)=O)C=C